C(C)(C)(C)OOC(C)(C#CC(C)(C)OOC(C)(C)C)C 2,5-di(t-butylperoxy)-2,5-dimethyl-3-hexyne